C(C)(=O)OCCCC1=C(C=C2C([C@](C3(C(=C12)C)CC3)(C)O)=O)C (R)-3-(6'-hydroxy-2',4',6'-trimethyl-7'-oxo-6',7'-dihydrospiro[cyclopropane-1,5'-inden]-3'-yl)propyl acetate